copper-nickel-cobalt [Co].[Ni].[Cu]